COC1=CC=C(C2=C1NC(=N2)NC(=O)C2=CC=C(C=C2)C(=O)N(C)C)C2=CC=CC=C2 N4-(7-methoxy-4-phenyl-1H-1,3-benzodiazol-2-yl)-N1,N1-dimethylbenzene-1,4-dicarboxamide